C1N(CCC2=CC=CC=C12)C[C@H](CN1CCOC2=C(C1=O)C=CC(=C2)OC2CCN(CC2)CC(C)O)O 4-[(2R)-3-(3,4-dihydro-1H-isoquinolin-2-yl)-2-hydroxy-propyl]-8-[[1-(2-hydroxypropyl)-4-piperidyl]oxy]-2,3-dihydro-1,4-benzoxazepin-5-one